C(C#CCCCCC)(=O)O 2-OCTYNOIC ACID